(S)-tert-butyl (1-((3',4'-dichloro-[1,1'-biphenyl]-4-yl)amino)-1-Oxobutan-2-yl)carbamate ClC=1C=C(C=CC1Cl)C1=CC=C(C=C1)NC([C@H](CC)NC(OC(C)(C)C)=O)=O